1-(anthracen-9-yl)-4-hydroxy-4-methylpent-1-en-3-one C1=CC=CC2=CC3=CC=CC=C3C(=C12)C=CC(C(C)(C)O)=O